IC1=C(C=CC=C1)C=1C(CCCC1)=O 2-(2-iodophenyl)-2-cyclohexen-1-one